2-(2-cyclopropyl-6-methyl-phenyl)-4,4,5,5-tetramethyl-1,3,2-dioxaborolane C1(CC1)C1=C(C(=CC=C1)C)B1OC(C(O1)(C)C)(C)C